C1(=CC=CC=C1)NC(=O)N N-phenyl-urea